(2S)-1-tert-butoxy-carbonyl-4,4-difluoro-piperidine-2-carboxylic acid C(C)(C)(C)OC(=O)N1[C@@H](CC(CC1)(F)F)C(=O)O